N(=[N+]=[N-])CC1CCN(CC1)CCNS(=O)(=O)N1CCC(CC1)CC1=CC=CC=C1 N-(2-(4-(azidomethyl)piperidin-1-yl)ethyl)-4-benzylpiperidine-1-sulfonamide